O1CCC(CC1)C(C)=O tetrahydro-2H-pyran-4-ylethan-1-one